N-[3-[2-(difluoromethoxy)-5-[2-(dimethylamino)ethylsulfonyl]phenyl]-1-methyl-pyrazol-4-yl]pyrazolo[1,5-a]pyrimidine-3-carboxamide FC(OC1=C(C=C(C=C1)S(=O)(=O)CCN(C)C)C1=NN(C=C1NC(=O)C=1C=NN2C1N=CC=C2)C)F